8-chloro-2-(4-fluorophenyl)-6-(trifluoromethyl)imidazo[1,2-a]pyridine ClC=1C=2N(C=C(C1)C(F)(F)F)C=C(N2)C2=CC=C(C=C2)F